FC=1C=C2C(=C(C(NC2=NC1C1=C(C=CC=C1OC)F)=O)[N+](=O)[O-])O 6-fluoro-7-(2-fluoro-6-methoxyphenyl)-4-hydroxy-3-nitro-1,8-naphthyridin-2(1H)-one